(E)-N-(benzo[d][1,3]dioxol-5-yl)-3-(4-chloro-2-ethoxyphenyl)acrylamide O1COC2=C1C=CC(=C2)NC(\C=C\C2=C(C=C(C=C2)Cl)OCC)=O